[Br-].C(C1=CC=CC=C1)[N+]1=CC=C(C=C1)OC1CC(C1)OCC1=CC=CC=C1 1-benzyl-4-((1r,3r)-3-(benzyl-oxy)cyclobutoxy)pyridin-1-ium bromide